BrC1=CC=C2C(=NN(C2=C1)C)NCCC(=O)O 3-((6-bromo-1-methyl-1H-indazol-3-yl)amino)propionic acid